2-((((3-(trifluoromethyl)benzyl)oxy)carbonyl)amino)benzoic acid FC(C=1C=C(COC(=O)NC2=C(C(=O)O)C=CC=C2)C=CC1)(F)F